6-methoxy-2-(6-(methyl-(piperidin-4-yl)amino)-pyridazin-3-yl)isoquinoline-1,3(2H,4H)-dione COC=1C=C2CC(N(C(C2=CC1)=O)C=1N=NC(=CC1)N(C1CCNCC1)C)=O